[Co]=O.[Mn].[Ni].[Li] Lithium-Nickel Manganese Cobalt Oxide